CN1CC(CC1)N1CC2=CC=C(C=C2CC1)N 2-(1-methylpyrrolidin-3-yl)-1,2,3,4-tetrahydroisoquinolin-6-amine